(R)-5-bromo-2-fluoro-N,4-dimethyl-N-(1-(phenylamino)hexan-2-yl)benzenesulfonamide BrC=1C(=CC(=C(C1)S(=O)(=O)N([C@@H](CNC1=CC=CC=C1)CCCC)C)F)C